FC1=CC(=CC2=CC=3C[C@@](CCC3N=C12)(C(C)C)F)C(=O)N[C@H](CCN1CCC(CC1)C(C1(CC1)CO)O)C=1C=NC(=CC1)C1=CN=NC=C1 (7S)-4,7-difluoro-7-isopropyl-N-[(1R)-3-[4-[hydroxy-[1-(hydroxymethyl)cyclopropyl]methyl]-1-piperidyl]-1-(6-pyridazin-4-yl-3-pyridyl)propyl]-6,8-dihydro-5H-acridine-2-carboxamide